N-[1-[5-chloro-2-(2-ethoxyanilino)pyrimidin-4-yl]indol-5-yl]prop-2-enamide ClC=1C(=NC(=NC1)NC1=C(C=CC=C1)OCC)N1C=CC2=CC(=CC=C12)NC(C=C)=O